OC1=C(C(=O)N2CC3=CC=C(C=C3C2)C(=O)[O-])C=C(C(=C1)O)C(C)C 2-[2,4-dihydroxy-5-(propan-2-yl)benzoyl]-2,3-dihydro-1H-isoindole-5-carboxylate